ClC=1C=CC=2N=C3C4=CC=CC=5C=CC=C(C(N3C2C1)=O)C45 7-chloro-3,10-diazapentacyclo[10.7.1.02,10.04,9.016,20]icosa-1(19),2,4(9),5,7,12,14,16(20),17-nonaen-11-one